OCCC1(CN(C(O1)=O)C=1C=CC=2OCC(NC2N1)=O)CNC(OC(C)(C)C)=O tert-Butyl N-[[5-(2-hydroxyethyl)-2-oxo-3-(3-oxo-4H-pyrido[3,2-b][1,4]oxazin-6-yl)-1,3-oxazolidin-5-yl]methyl]carbamate